3-((trans-2-cyanocyclobutyl)-4-methylphenyl)-3-methyl-6-azabicyclo[3.1.1]heptane-6-carboxamide C(#N)[C@H]1[C@@H](CC1)C1=C(C=CC(=C1)C)C1(CC2N(C(C1)C2)C(=O)N)C